3-[2-(methoxymethoxy)-6-methyl-4-(trifluoromethyl)phenyl]-7-[(3R)-1-(propan-2-yl)piperidin-3-yl]-6,7-dihydro-5H-pyrrolo[2,3-c]pyridazine COCOC1=C(C(=CC(=C1)C(F)(F)F)C)C1=CC2=C(N=N1)N(CC2)[C@H]2CN(CCC2)C(C)C